O1CCN(CCC1)CC=1C=NC2=CC=C(C=C2C1C(C)C)C1=NC(=NC=C1F)N[C@H]1[C@@H](COCC1)O (3S,4R)-4-((4-(3-((1,4-oxaazepan-4-yl)methyl)-4-isopropylquinolin-6-yl)-5-fluoropyrimidin-2-yl)amino)tetrahydro-2H-pyran-3-ol